3-methoxy-5-(4,4,5,5-tetramethyl-1,3,2-dioxaborolan-2-yl)-N-(2,2,2-trifluoroethyl)pyridine-2-carboxamide COC=1C(=NC=C(C1)B1OC(C(O1)(C)C)(C)C)C(=O)NCC(F)(F)F